7-chloro-2,6-naphthyridine-3-carbonitrile ClC1=NC=C2C=C(N=CC2=C1)C#N